ClC=1C=NN(C(C1Cl)=O)CC(=O)NC=1C=C2NC(C=NC2=CC1)=O 2-(4,5-dichloro-6-oxopyridazin-1(6H)-yl)-N-(3-oxo-3,4-dihydroquinoxalin-6-yl)acetamide